tetrahydrofuran-3,4-diyldipropionate O1CC(C(C1)CCC(=O)[O-])CCC(=O)[O-]